(Z)-N-(4-chlorobenzyl)-9-(N'-hydroxycarbamimidoyl)-2-(2-(methyl-sulfonyl)ethyl)-1,6-dioxo-1,3,4,6-tetrahydro-2H-pyrido[1,2-a]pyrazine-7-carboxamide ClC1=CC=C(CNC(=O)C2=CC(=C3N(CCN(C3=O)CCS(=O)(=O)C)C2=O)/C(/N)=N/O)C=C1